C(=O)(O)C(O)C(O)C(=O)O.CN1N=CC=C1C1CCNCC1 4-(1-methyl-1H-pyrazol-5-yl)piperidine tartrate